(R)-2-fluoro-4-(5-methyl-1,3,4-thiadiazol-2-yl)-N-(8-methylisoquinolin-1-yl)-N-(piperidin-3-yl)benzamide FC1=C(C(=O)N([C@H]2CNCCC2)C2=NC=CC3=CC=CC(=C23)C)C=CC(=C1)C=1SC(=NN1)C